CN1CC(OB(OC([C@@H](C1)C)=O)[C@H](CC(C)C)NC([C@H]([C@@H](C)O)NC(C1=NC(=CC=C1)C1=CC=CC=C1)=O)=O)=O N-((2S,3R)-1-(((R)-1-((R)-6,8-dimethyl-4,9-dioxo-1,3,6,2-dioxazaboronan-2-yl)-3-methylbutyl)amino)-3-hydroxy-1-oxobutan-2-yl)-6-phenylpicolinamide